(1S)-3'-Hydroxy-3'-(trifluoromethyl)-2',3'-dihydrospiro[cyclohexane-1,1'-inden]-3-one OC1(C[C@]2(C3=CC=CC=C13)CC(CCC2)=O)C(F)(F)F